[2-(p-tolyl)pyridine] iridium (III) [Ir+3].C1(=CC=C(C=C1)C1=NC=CC=C1)C